(2Z)-{2-[(tert-butoxycarbonyl)amino]-1,3-thiazol-4-yl}({[3-(tert-butoxycarbonyl)oxetan-3-yl]oxy}imino)acetic acid C(C)(C)(C)OC(=O)NC=1SC=C(N1)/C(/C(=O)O)=N/OC1(COC1)C(=O)OC(C)(C)C